5-(2,3-dichlorophenyl)pyrimidine-4-carboxamide ClC1=C(C=CC=C1Cl)C=1C(=NC=NC1)C(=O)N